(R)- and (S)-Phenylglycinol N[C@H](C1=CC=CC=C1)CO |r|